N1=C(C=CC2=CC=CC=C12)C(=O)[O-].[Cu+2].N1=C(C=CC2=CC=CC=C12)C(=O)[O-] copper quinolinecarboxylate